COP(=O)(OC)CC(=O)OC methyl 2-dimethoxyphosphorylacetate